lithium iron oxygen chlorine fluorine [F].[Cl].[O].[Fe].[Li]